(2S)-2-(3,3-difluoro-4-(1-methyl-1H-pyrazol-4-yl)piperidin-1-yl)-N-(5-(3,5-difluorophenoxy)pyrazin-2-yl)propanamide FC1(CN(CCC1C=1C=NN(C1)C)[C@H](C(=O)NC1=NC=C(N=C1)OC1=CC(=CC(=C1)F)F)C)F